C(C1=CC=CC=C1)OC(=O)N1C(CC(CC1)CN[C@H]1[C@@H](C1)C1=CNC2=CC=CC=C12)F fluoro-4-(((trans-2-(1H-indol-3-yl)cyclopropyl)amino)methyl)piperidine-1-carboxylic acid benzyl ester